ClC1=CC=C(CCN[C@H](C(=O)C2=CNC3=CC(=CC=C23)N2C(CCC2)=O)C2=CC=CC=C2)C=C1 |r| (S)- and (R)-1-(3-(2-((4-chlorophenethyl)amino)-2-phenylacetyl)-1H-indol-6-yl)pyrrolidin-2-one